sodium potassium 2,2-dinonylmalonate C(CCCCCCCC)C(C(=O)[O-])(C(=O)[O-])CCCCCCCCC.[K+].[Na+]